C1(CC1)CN1S(C[C@@H](C1)C=1N(C2=C(C=NC=3C=CC(=CC23)C#N)N1)[C@H]1C[C@H](OCC1)C)(=O)=O 2-[(4S)-2-(cyclopropylmethyl)-1,1-dioxo-1λ6,2-thiazolidin-4-yl]-1-[(2R,4R)-2-methyloxan-4-yl]-1H-imidazo[4,5-c]quinoline-8-carbonitrile